CC1=CC(=NC=N1)C1=CC(=NN1)C(=O)N1C2(CC2)C[C@H](CC1)C(=O)NC1CCC2(CCO2)CC1 (S)-4-(5-(6-methylpyrimidin-4-yl)-1H-pyrazole-3-carbonyl)-N-(1-oxaspiro[3.5]nonan-7-yl)-4-azaspiro[2.5]octane-7-carboxamide